N,2-dibenzyl-8-(3-methylbutanoyl)-1-oxooctahydro-3a,6-epiiminoisoindole-3-carboxamide C(C1=CC=CC=C1)NC(=O)C1N(C(C2CC3CCC12N3C(CC(C)C)=O)=O)CC3=CC=CC=C3